NN[C@@H](CC(=O)[O-])C(=O)[O-] aminoaspartate